S(=S)(=O)([O-])O.S(=S)(=O)(O)O.[K+] potassium thiosulfate, thiosulfate salt